(S)-2-((9H-purin-6-yl)amino)-4-((2-methoxyethyl)(4-(5,6,7,8-tetrahydro-1,8-naphthyridin-2-yl)butyl)amino)butanoic acid N1=CN=C2NC=NC2=C1N[C@H](C(=O)O)CCN(CCCCC1=NC=2NCCCC2C=C1)CCOC